CC1CCC(C2=CC=CC=C12)=O 4-methyl-3,4-dihydronaphthalenone